BrC=1C=C(C(=C2C(=CN=CC12)C)F)C(F)F 8-bromo-6-(difluoromethyl)-5-fluoro-4-methylisoquinoline